Methyl 6-(3-fluoro-4-hydroxy-phenoxy)-1-methyl-indazole-5-carboxylate Methyl-6-(3-fluoro-4-hydroxy-phenoxy)-1-methyl-indazole-5-carboxylate COC(=O)C=1C=C2C=NN(C2=CC1OC1=CC(=C(C=C1)O)F)C.FC=1C=C(OC2=C(C=C3C=NN(C3=C2)C)C(=O)OC)C=CC1O